4-Bromo-5-(3-((tert-butyldimethylsilyl)oxy)propyl)-6-chloro-1-(tetrahydro-2H-pyran-2-yl)-1H-indazole BrC1=C2C=NN(C2=CC(=C1CCCO[Si](C)(C)C(C)(C)C)Cl)C1OCCCC1